BrC=1C(=NC(=NC1)C)C(=O)NCC(F)C1=C(C=C(C=C1)Cl)Cl 5-bromo-N-[2-(2,4-dichlorophenyl)-2-fluoro-ethyl]-2-methyl-pyrimidine-4-carboxamide